1-(4-chloro-2-cyanophenyl)-4-{2'-ethoxy-3-fluoro-[2,3'-bipyridin]-5-yl}-N-[(2S)-1-(methylamino)propan-2-yl]piperidine-4-carboxamide ClC1=CC(=C(C=C1)N1CCC(CC1)(C(=O)N[C@H](CNC)C)C=1C=C(C(=NC1)C=1C(=NC=CC1)OCC)F)C#N